CC1=C(C=CC(=N1)N)OC1=CC(=NC=C1)C=1C=NN(C1)C 6-Methyl-5-((2-(1-methylpyrazol-4-yl)pyridin-4-yl)oxy)pyridin-2-amine